NC=1C(=C(C(=C2C=C(N=CC12)NC(=O)[C@H]1[C@@H](C1)C#N)F)C=1C=NC=CC1C)F |r| (±)-trans-N-(8-amino-5,7-difluoro-6-(4-methylpyridin-3-yl)isoquinolin-3-yl)-2-cyanocyclopropanecarboxamide